methyl 5-bromo-4-fluoro-2-methyl-3-(trifluoromethyl)benzoate BrC=1C(=C(C(=C(C(=O)OC)C1)C)C(F)(F)F)F